N1(CCCCCC1)C=1N=C(C2=C(C=NNC2=O)N1)NC1=CC=C(C=C1)OCCOC 2-(azepan-1-yl)-4-((4-(2-methoxyethoxy)phenyl)amino)pyrimido[4,5-d]pyridazin-5(6H)-one